methyl (1s,4s)-4-(3-bromoanilino)-1'-methyl-2'-oxo-1',2'-dihydrospiro[cyclohexane-1,3'-indole]-4-carboxylate BrC=1C=C(NC2(CCC3(C(N(C4=CC=CC=C34)C)=O)CC2)C(=O)OC)C=CC1